NC=1C(=CC=C2C(CCNC12)(C)C)CO (8-amino-4,4-dimethyl-2,3-dihydro-1H-quinolin-7-yl)methanol